3-(1-(1-cyclohexyl-3-(difluoromethyl)-1H-pyrazol-4-yl)-1H-1,2,3-triazol-4-yl)pyrazolo[1,5-a]pyrimidine-6-carbonitrile C1(CCCCC1)N1N=C(C(=C1)N1N=NC(=C1)C=1C=NN2C1N=CC(=C2)C#N)C(F)F